C(C)(C)(C)OC(N[C@H]1CN(CCC1)C(=O)C1=CC2=C(N(C(=N2)C2=CC3=C(N(N=C3)C)N2CC2CC2)C)C(=C1)OC)=O (R)-(1-(2-(6-(cyclopropylmethyl)-1-methyl-1,6-dihydropyrrolo[2,3-c]pyrazol-5-yl)-7-methoxy-1-methyl-1H-benzo[d]imidazole-5-carbonyl)piperidin-3-yl)carbamic acid tert-butyl ester